3-(2-(((1r,3r)-3-((4-aminobutyl)amino)cyclobutyl)amino)-5-(trifluoromethyl)pyrimidin-4-yl)-7-(dimethylphosphoryl)-1H-indole-6-carboxylic acid NCCCCNC1CC(C1)NC1=NC=C(C(=N1)C1=CNC2=C(C(=CC=C12)C(=O)O)P(=O)(C)C)C(F)(F)F